C(C)(C)(C)OC(=O)N1[C@](C(CC1)=O)(\C=C/C)[C@]([C@H](CCC)C(CCC#C)=O)(C)OC (2R)-((1R)-(4-pentynoyl)-(2S)-methoxy-(2S)-methylpentyl)-(5R)-oxo-(3S)-Z-propenylpyrrolidine-1-carboxylic acid tert-butyl ester